FC(S(=O)(=O)OC=1C=2N(C=C(C1)C=1C=NN(C1)C)N=CC2)(F)F 6-(1-methyl-1H-pyrazol-4-yl)pyrazolo[1,5-a]pyridin-4-yl trifluoromethanesulfonate